N-(4-((4-cyanobenzyl)oxy)-3-(1H-tetrazol-1-yl)phenyl)-1H-indazole-5-carboxamide C(#N)C1=CC=C(COC2=C(C=C(C=C2)NC(=O)C=2C=C3C=NNC3=CC2)N2N=NN=C2)C=C1